5-(5-cyclopropoxypyrimidin-2-yl)-7-methyl-7H-pyrrolo[2,3-d]-pyrimidin-4-amine C1(CC1)OC=1C=NC(=NC1)C1=CN(C=2N=CN=C(C21)N)C